[Cl-].[Cl-].C(C)(C)(C)C1(CCCCC1)C1(C=CC=C1)[Zr+2]C1(C=CC=C1)C1(CCCCC1)C(C)(C)C bis((1-tert-butylcyclohexyl)cyclopentadienyl)zirconium dichloride